4-(E)-butenyl-4(R)-methyl-N-methyl-L-threonine C(=C\CC)/[C@H]([C@H]([C@H](NC)C(=O)O)O)C